COC(=O)C=1C(=CC(=CC1)Br)C1=CC=C(C=C1)C(F)F 5-Bromo-4'-(difluoromethyl)-[1,1'-biphenyl]-2-carboxylic acid methyl ester